3-(1-methyl-1H-imidazol-4-yl)-1-(4-(trifluoromethyl)phenyl)-1H-indol-5-amine CN1C=NC(=C1)C1=CN(C2=CC=C(C=C12)N)C1=CC=C(C=C1)C(F)(F)F